sodium 2-(1,2-dihydroxyethyl)-4-hydroxy-5-oxo-2,5-dihydro-furan-3-olate OC(CO)C1OC(C(=C1[O-])O)=O.[Na+]